FC1OC(OC1C)=O 4-fluoro-5-methyl-1,3-Dioxolane-2-one